FC(C1=CC=C(C=C1)C=1C=CC2=C(C3N(CCC2C3)C(=O)OCC3=CC=CC=C3)C1)(F)F Benzyl 8-(4-(trifluoromethyl)phenyl)-1,3,4,5-tetrahydro-2H-1,5-methanobenzo[c]azepine-2-carboxylate